(2R,4S,5R,6R)-2-((5-carboxypentyl)oxy)-6-((1R,2R)-3-(2-(4-chlorophenyl)acetamido)-1,2-dihydroxypropyl)-5-(2-hydroxyacetamido)-4-(prop-2-yn-1-yloxy)tetrahydro-2H-pyran-2-carboxylic acid C(=O)(O)CCCCCO[C@]1(O[C@H]([C@@H]([C@H](C1)OCC#C)NC(CO)=O)[C@@H]([C@@H](CNC(CC1=CC=C(C=C1)Cl)=O)O)O)C(=O)O